2-(2-bromophenyl)quinoline BrC1=C(C=CC=C1)C1=NC2=CC=CC=C2C=C1